ClC=1C(=CC2=C(N(C[C@H](N(S2(=O)=O)C)C2CCCCC2)C2=CC=CC=C2)C1)C=1C=C(C(=O)O)C=CC1C (R)-3-(7-chloro-3-cyclohexyl-2-methyl-1,1-dioxido-5-phenyl-2,3,4,5-tetrahydrobenzo[f][1,2,5]thiadiazepin-8-yl)-4-methylbenzoic acid